C(CC(C)C)C1=NC(=C2NC=NC2=N1)N isopentyladenine